1-(4-Nitrophenyl)sulfonylaziridine-2-carboxamide [N+](=O)([O-])C1=CC=C(C=C1)S(=O)(=O)N1C(C1)C(=O)N